(E)-8-dodecen-1-ylacetate C(CCCCCC\C=C\CCC)CC(=O)[O-]